3-(3,5-dichlorophenylamino)-2,2-difluoro-3-oxo-propionic acid ClC=1C=C(C=C(C1)Cl)NC(C(C(=O)O)(F)F)=O